ClC1=NC2=C(C=CC=C2N=C1)Cl 2,8-dichloro-quinoxaline